N'-(1-Ethylpropyl)-N-(1-methylbutyl)methanediimine C(C)C(CC)N=C=NC(CCC)C